FC(C(=O)O)(F)F.FC(C(=O)O)(F)F.NC1(CCN(CC1)C=1N=CC(=NC1)C=1C=2N(C=C(C1)OCC)N=CC2C#N)C 4-(5-(4-amino-4-methylpiperidin-1-yl)pyrazin-2-yl)-6-ethoxypyrazolo[1,5-a]pyridine-3-carbonitrile bis(2,2,2-trifluoroacetate)